C(CCCCC(C)N)N 1,6-Heptanediamine